methyl monoazide CN=[N+]=[N-]